S1C(=NC2=C1C=CC=C2)NC(=O)C=2C=CC=C1CCN(CC21)C2=CC=C(C(=N2)C(=O)OC(C)(C)C)C=2C(=C(OCC[C@H](C)C1CCN(CC1)CC(=O)O)C=CC2)C 2-[4-[(1S)-3-[3-[6-[8-(1,3-benzothiazol-2-ylcarbamoyl)-3,4-dihydro-1H-isoquinolin-2-yl]-2-tert-butoxycarbonyl-3-pyridyl]-2-methyl-phenoxy]-1-methyl-propyl]-1-piperidyl]acetic acid